6-bromo-4-(1-(3-(difluoromethyl)-2-fluorophenyl)ethylamino)-8-(4-methoxybenzyl)-2-methylpyrido[2,3-d]pyrimidin-7(8H)-one BrC1=CC2=C(N=C(N=C2NC(C)C2=C(C(=CC=C2)C(F)F)F)C)N(C1=O)CC1=CC=C(C=C1)OC